NC1=NN2C(N=CC=C2)=C1C(=O)NC(C)(C)C=1N(C(C2=C(C=CC=C2C1)C#CC=1C=NN(C1)C)=O)C1=CC=CC=C1 2-amino-N-(2-(8-((1-methyl-1H-pyrazol-4-yl)ethynyl)-1-oxo-2-phenyl-1,2-dihydroisoquinolin-3-yl)propan-2-yl)pyrazolo[1,5-a]pyrimidine-3-carboxamide